C(C)(C)(C)OC(N(C=1C=C(C=2N(C1)N=CC2C#N)C=2C=NC(=CC2)N2CC1N(C(C2)C1)CC=1C=NC(=CC1)OC)C(C)(C)C)=O tert-butyl(3-cyano-4-(6-(6-((6-methoxypyridin-3-yl)methyl)-3,6-diazabicyclo[3.1.1]heptane-3-yl)pyridin-3-yl)pyrazolo[1,5-a]pyridin-6-yl)carbamic acid tert-butyl ester